C(CCCCCCCCCCCCCCCCCCCCCCCCCCC)(=O)OCCCCCCCCCCCCCCCC palmityl montanate